5-amino-3-((3-hydroxycyclobutyl)methyl)-1,3,4-thiadiazol-2(3H)-one NC1=NN(C(S1)=O)CC1CC(C1)O